4-(4-hydroxyphenyl)tetrahydro-2H-pyran-4-carboxylic acid methyl ester COC(=O)C1(CCOCC1)C1=CC=C(C=C1)O